ClC=1C=C(C=CC1F)NC1=NC=NC2=CC(=C(C=C12)NC(C=C)=O)OCCCN1CCC(CC1)N1CCN(CC1)C(CSC1=C2C(N(C(C2=CC=C1)=O)C1C(NC(CC1)=O)=O)=O)=O N-(4-((3-chloro-4-fluorophenyl)amino)-7-(3-(4-(4-(2-((2-(2,6-dioxopiperidin-3-yl)-1,3-dioxoisoindolin-4-yl)thio)acetyl)piperazin-1-yl)piperidin-1-yl)propoxy)quinazolin-6-yl)acrylamide